CN1N=CC(=C1)C=1C=CC=2N(C1)N=CC2N2CCN(CC2)C2=NN(C=N2)CC=2C=NC=CC2 6-(1-methyl-1H-pyrazol-4-yl)-3-(4-(1-(pyridin-3-ylmethyl)-1H-1,2,4-triazol-3-yl)piperazin-1-yl)pyrazolo[1,5-a]pyridine